C[SiH](C)[Zr](C1C=CC2=CC=CC=C12)C1C=CC2=CC=CC=C12 Dimethylsilylbis(indenyl)zirconium